(5-isopropyl-2-methylphenoxy)tetrahydro-4H-pyran-4-one C(C)(C)C=1C=CC(=C(OC2OCCC(C2)=O)C1)C